CN(C(C)C=1N(C(=NN1)SCC(=O)NC1=C(C2=C(S1)CCC2)C(=O)N)C2=CC=C(C=C2)F)C 2-[2-({5-[1-(dimethylamino)ethyl]-4-(4-fluorophenyl)-4H-1,2,4-triazol-3-yl}sulfanyl)acetamido]-4H,5H,6H-cyclopenta[b]thiophene-3-carboxamide